(((1-(carboxymethyl)-4-(2',3',4',5'-tetrahydro-[1,1'-biphenyl]-4-yl)-1H-indazol-3-yl)amino)methyl)benzoic acid C(=O)(O)CN1N=C(C2=C(C=CC=C12)C1=CC=C(C=C1)C=1CCCCC1)NCC1=C(C(=O)O)C=CC=C1